3-((2-((3R,4R)-3-Amino-4-fluoro-1-piperidinyl)-5,6-difluoro-1H-benzimidazol-1-yl)methyl)benzonitril N[C@@H]1CN(CC[C@H]1F)C1=NC2=C(N1CC=1C=C(C#N)C=CC1)C=C(C(=C2)F)F